C1(=CC=CC2=CC=CC=C12)C1=CC=C(C=C1)NC1=CC=CC=C1 N-[4-(1-naphthalenyl)phenyl]-benzenamine